tert-Butyl 6-(8-methyl-6-quinolyl)spiro[chromane-2,4'-piperidine]-1'-carboxylate CC=1C=C(C=C2C=CC=NC12)C=1C=C2CCC3(CCN(CC3)C(=O)OC(C)(C)C)OC2=CC1